NC1=CC(=C(C(=N1)OC)Cl)SC=1C=CC=2C(=NC=C(N2)N2CCC3(CC2)[C@@H](C2=CC=CC=C2C3)N)N1 (S)-1'-(6-((6-amino-3-chloro-2-methoxypyridin-4-yl)thio)pyrido[2,3-b]pyrazin-2-yl)-1,3-dihydrospiro[indene-2,4'-piperidin]-1-amine